9-(4-amino-2-fluorobut-2-en-1-yl)-7-methyl-8-oxo-8,9-dihydro-7H-purine NCC=C(CN1C2=NC=NC=C2N(C1=O)C)F